monoammonium propionylphosphate C(CC)(=O)OP(=O)([O-])O.[NH4+]